Cl.O1CCN(CC1)CCCC=1N=C(N(C1)C1=CC=CC=C1)C1=C(C(=O)N)C=CC=C1C=1C=NNC1 (4-(3-morpholinopropyl)-1-phenyl-1H-imidazol-2-yl)-3-(1H-pyrazol-4-yl)benzamide hydrochloride